O-[3-(triethoxysilyl)propyl]hydroxylamine C(C)O[Si](CCCON)(OCC)OCC